4-[(3aR,9bR)-9b-(benzenesulfonyl)-7-[(2-chloro-5-fluorophenyl)methoxy]-1H,2H,3H,3aH,4H,5H,9bH-benzo[e]indole-3-carbonyl]-1λ6-thiane-1,1-dione C1(=CC=CC=C1)S(=O)(=O)[C@]12CCN([C@@H]2CCC2=C1C=CC(=C2)OCC2=C(C=CC(=C2)F)Cl)C(=O)C2CCS(CC2)(=O)=O